COC(=O)C12CC(C1)(C2)OCNC(CNC([C@@H](NC(CNC(CNC(OCC2C1=CC=CC=C1C=1C=CC=CC21)=O)=O)=O)CC2=CC=CC=C2)=O)=O (S)-3-((11-benzyl-1-(9H-fluoren-9-yl)-3,6,9,12,15-pentaoxo-2-oxa-4,7,10,13,16-pentaaza-heptadec-17-yl)oxy)bicyclo[1.1.1]pentane-1-carboxylic acid methyl ester